C(C)(C)C1C(N(CCC1)C(=O)OC(C)(C)C)C(=O)OC O1-tert-Butyl O2-methyl 3-isopropylpiperidine-1,2-dicarboxylate